3-[3-{[2,6-dimethyl-4-(2-phenylethoxy)benzoyl]amino}-4-(trifluoromethyl)phenyl]cyclopropanecarboxylic acid CC1=C(C(=O)NC=2C=C(C=CC2C(F)(F)F)C2CC2C(=O)O)C(=CC(=C1)OCCC1=CC=CC=C1)C